NC1=C2C(=C3C(=N1)C=C(N3)C(=O)N(C)[C@@H]3CO[C@@H](C1=CC(=CC=C31)C(F)(F)F)CC)COC2 5-amino-N-((1R,4S)-1-ethyl-7-(trifluoromethyl)isochroman-4-yl)-N-methyl-6,8-dihydro-1H-furo[3,4-d]pyrrolo[3,2-b]pyridine-2-carboxamide